tetra(n-butyl)phosphonium chloride [Cl-].C(CCC)[P+](CCCC)(CCCC)CCCC